ClC=1SC2=C(N1)[C@H](C1(CCN(CC1)C1=NC=C(C=3N1C=CN3)I)C2)N (S)-2-chloro-1'-(8-iodoimidazo[1,2-c]pyrimidine-5-yl)-4,6-dihydrospiro[cyclopenta[d]thiazole-5,4'-piperidine]-4-amine